ClC(C)C1=C(C=C(C=C1)F)C(F)F 1-(1-Chloroethyl)-2-(difluoromethyl)-4-fluorobenzene